5-(6-(2-Chloro-6-methylquinazolin-4-yl)-5,6,7,8-tetrahydro-1,6-naphthyridin-3-yl)-2-methylthiazole ClC1=NC2=CC=C(C=C2C(=N1)N1CC=2C=C(C=NC2CC1)C1=CN=C(S1)C)C